pyrido[3',2':4,5]pyrrolo[1,2-c]pyrimidin-4-ol N1=CC=C(C=2C=C3N(C=NC=C3)C21)O